Bis(dipropylamino)ethylsilane C(CC)N(CCC)C(C[SiH3])N(CCC)CCC